2,6-bis[[bis(1,1-dimethylethyl)phosphino]methyl]-4-[3,5-bis(trifluoromethyl)phenyl]pyridine CC(C)(C)P(C(C)(C)C)CC1=NC(=CC(=C1)C1=CC(=CC(=C1)C(F)(F)F)C(F)(F)F)CP(C(C)(C)C)C(C)(C)C